C1(CCCC1)C1=C(C(=O)OC(C)(C)C)C=CC(=C1)C1=NC=NC2=CC(=CC=C12)OCCCCCCCCC(=O)OCC tert-butyl 2-cyclopentyl-4-[7-(9-ethoxy-9-oxo-nonoxy)quinazolin-4-yl]benzoate